CC1=CC=C(C=C1)C1=NOC(=N1)C1=CC=C(C=C1)C1N(C(CC1C(=O)N)=O)CC1=CSC=C1 {4-[3-(4-Methylphenyl)-1,2,4-oxadiazol-5-yl]phenyl}-5-oxo-1-[(thiophen-3-yl)methyl]-pyrrolidine-3-carboxamide